6-bromo-2-(3-fluorophenyl)-1-methyl-1H-benzo[d]imidazole BrC=1C=CC2=C(N(C(=N2)C2=CC(=CC=C2)F)C)C1